1-[8-(2-Octylphenyl)octanoyl]azetidin-3-yl dihydrogen phosphate ammonium salt [NH4+].P(=O)(OC1CN(C1)C(CCCCCCCC1=C(C=CC=C1)CCCCCCCC)=O)(O)O